OC1=CC=C(C=C1)C1=NC2=CC=CC=C2C(N1)=O 2-(4-hydroxyphenyl)quinazolin-4-one